tetraisopropyltetrasiloxane C(C)(C)[Si](O[Si](O[SiH3])(C(C)C)C(C)C)(O[SiH3])C(C)C